ClC1=NC=2OC[C@@H]3CCCCN3C3=NC(=NC(=C1F)C32)SC (7S)-12-chloro-13-fluoro-16-methylsulfanyl-9-oxa-2,11,15,17-tetrazatetracyclo[8.7.1.02,7.014,18]octadeca-1(17),10(18),11,13,15-pentaene